Cl.CC([C@@H](C(=O)N1[C@@H](C[C@H](C1)O)C(=O)N[C@@H](C)C1=CC=C(C=C1)C1=C(N=CS1)C)NC(CN1CCNCC1)=O)(C)C (2S,4R)-1-((S)-3,3-dimethyl-2-(2-(piperazin-1-yl)acetamido)butanoyl)-4-hydroxy-N-((S)-1-(4-(4-methylthiazol-5-yl)phenyl)ethyl)pyrrolidine-2-carboxamide hydrochloride